ClC=1N=NC(=CC1)C=1SC=C(C1)C 3-chloro-6-(4-methylthiophene-2-yl)pyridazine